S1C2=C(C=C1)C(=CC=C2)N2C1CCC1NCC2 2-(benzo[B]thiophen-4-yl)-2,5-diazabicyclo[4.2.0]octane